C(C1=CC=CC=C1)OC1=CC(=C(C=C1)CNC1=NC(=NC=2N1N=CC2C(C)C)S(=O)(=O)C)N2N=CC=C2 N-[[4-(benzyloxy)-2-(pyrazol-1-yl)phenyl]methyl]-8-isopropyl-2-methanesulfonylpyrazolo[1,5-a][1,3,5]triazin-4-amine